1-(3-cyanophenyl)-3-(imidazo[1,5-a]pyridin-5-yl)urea C(#N)C=1C=C(C=CC1)NC(=O)NC1=CC=CC=2N1C=NC2